C(C)OC(=O)C1=C(NC(=C(C1)C(=O)OCC)C)C 3,5-diethoxycarbonyl-1,4-dihydro-2,6-dimethylpyridine